N-(2-aminoethyl)-6-(4-fluorophenyl)-N-(piperidin-4-yl)-1H-indole-2-carboxamide hydrochloride Cl.NCCN(C(=O)C=1NC2=CC(=CC=C2C1)C1=CC=C(C=C1)F)C1CCNCC1